n-triacontyl acrylate C(C=C)(=O)OCCCCCCCCCCCCCCCCCCCCCCCCCCCCCC